1-((3-fluoro-5-methoxy-3''-(5-methoxypicolinamido)-2',2''-dimethyl-[1,1':3',1''-terphenyl]-4-yl)methyl)azetidine-3-carboxylic acid FC=1C=C(C=C(C1CN1CC(C1)C(=O)O)OC)C1=C(C(=CC=C1)C1=C(C(=CC=C1)NC(C1=NC=C(C=C1)OC)=O)C)C